9,10-dichlorooctadecanoic acid ClC(CCCCCCCC(=O)O)C(CCCCCCCC)Cl